ClC=1C=NN2C1C(NC1=CC(=CC=C21)C(C)N2CCC(=CC2)C=2C=NC(=CC2)C(=O)NC)=O 1'-(1-(3-chloro-4-oxo-4,5-dihydropyrazolo[1,5-a]quinoxalin-7-yl)ethyl)-N-methyl-1',2',3',6'-tetrahydro-[3,4'-bipyridine]-6-carboxamide